(S)-N4-(sec-butyl)-N2-(2-methoxy-4-((4-morpholinopiperidin-1-yl)sulfonyl)phenyl)-5-(trifluoromethyl)-7H-pyrrolo[2,3-d]pyrimidine-2,4-diamine [C@H](C)(CC)NC=1C2=C(N=C(N1)NC1=C(C=C(C=C1)S(=O)(=O)N1CCC(CC1)N1CCOCC1)OC)NC=C2C(F)(F)F